ClC1=CC=C(C=C1)C=1N=CC2=CC=CC=C2C1C 3-(4-Chlorophenyl)-4-methylisoquinoline